FC1=CC=C(C=C1)C1=CC=C(C=2NC(=NC21)NC(=O)C=2C=NN(C2)C)OC N-[4-(4-fluorophenyl)-7-methoxy-1H-1,3-benzodiazol-2-yl]-1-methyl-1H-pyrazole-4-carboxamide